5-(2-Oxa-7-azaspiro[3.4]oct-7-yl)pyrazolo[1,5-a]pyrimidine-3-carboxylic acid C1OCC12CCN(C2)C2=NC=1N(C=C2)N=CC1C(=O)O